(5-amino-7-bromo-3-fluoro-2-methylindazol-6-yl)(2-chloro-5-fluorophenyl)methanone NC1=CC2=C(N(N=C2C(=C1C(=O)C1=C(C=CC(=C1)F)Cl)Br)C)F